N=C(NC(NC=1C(=NC=CN1)N(C(OC(C)(C)C)=O)C)=S)C1CC=2C(=CN=CC2)N1C(C)C tert-Butyl (3-(3-(imino(1-isopropyl-2,3-dihydro-1H-pyrrolo[2,3-c]pyridinyl)methyl)thioureido)pyrazin-2-yl)(methyl)carbamate